ClC=1C(=NC2=CC(=CC(=C2C1)C(C)=O)C)C=1C=NOC1C 1-(3-chloro-7-methyl-2-(5-methylisoxazol-4-yl)quinolin-5-yl)ethan-1-one